ClC1=NC(=C2N=CN(C2=N1)C)C1=CC=CC=C1 2-chloro-6-phenyl-9-methylpurine